(3S)-3-ethyl-4-[6-(methanesulfonylmethyl)-2-{2-methyl-1H-pyrrolo[3,2-b]pyridin-5-yl}pyrimidin-4-yl]morpholine C(C)[C@@H]1N(CCOC1)C1=NC(=NC(=C1)CS(=O)(=O)C)C1=CC=C2C(=N1)C=C(N2)C